4-(6-(2,6-difluoro-3,5-dimethoxyphenyl)-2-(1-(1-(methylsulfonyl)pyrrolidin-3-yl)-1H-pyrazol-4-yl)pyrido[3,4-d]pyrimidin-8-yl)morpholine FC1=C(C(=C(C=C1OC)OC)F)C1=CC2=C(N=C(N=C2)C=2C=NN(C2)C2CN(CC2)S(=O)(=O)C)C(=N1)N1CCOCC1